3-(oxetan-3-yl)-6,7,7a,8,10,11-hexahydro-9H-pyrazino[1,2-d]pyrido[3,2-b][1,4]oxazepin O1CC(C1)C1=CC=2OCCC3N(C2N=C1)CCNC3